Cl.Cl.NCCCN 1,3-diaminopropane dihydrochloride